trans-4-(3-(4-((dimethylamino)methyl)-3-methoxystyryl)-1H-indazol-6-yl)pyrimidin-2-amine CN(C)CC1=C(C=C(/C=C/C2=NNC3=CC(=CC=C23)C2=NC(=NC=C2)N)C=C1)OC